ClC=1N=CC(=NC1NS(=O)(=O)C)C=1C=C(C(=O)NC2=CC=C(C=C2)COC(C)C2=CC=CC=C2)C=CC1 3-(5-chloro-6-(methylsulfonamido)pyrazin-2-yl)-N-(4-((1-phenylethoxy)methyl)phenyl)benzamide